C(#N)C1=C(C=CC(=C1N1CCC(CC1)C1=NN=CN1C)C=1C=NC(=CC1)F)CS(=O)(=O)N (2-cyano-4-(6-fluoropyridin-3-yl)-3-(4-(4-methyl-4H-1,2,4-triazol-3-yl)piperidin-1-yl)phenyl)methanesulfonamide